3-(1,4-dioxan-2-yl)-1H-pyrazole O1C(COCC1)C1=NNC=C1